N1N=NC(=C1)COCC1=CC=2N(C=C1)C(=CN2)C(=O)NC2=C(C=CC(=C2)C2=NOC(=N2)C[C@@H](C(F)F)O)C (S)-7-(((1H-1,2,3-triazol-4-yl)methoxy)methyl)-N-(5-(5-(3,3-difluoro-2-hydroxypropyl)-1,2,4-oxadiazol-3-yl)-2-methylphenyl)imidazo[1,2-a]pyridine-3-carboxamide